(2,4-difluorophenyl)methylamine FC1=C(C=CC(=C1)F)CN